N-[(3R)-1-benzylpyrrolidin-3-yl]-1-[5-(pyridin-4-yl)-1H-pyrazole-3-carbonyl]piperidine-4-carboxamide C(C1=CC=CC=C1)N1C[C@@H](CC1)NC(=O)C1CCN(CC1)C(=O)C1=NNC(=C1)C1=CC=NC=C1